BrC1=CC(=C(C=C1)C1(CCN(CC1)C)C#N)C 4-(4-bromo-2-methylphenyl)-1-methylpiperidine-4-carbonitrile